N1(C=NC=C1)C1=C(C=NC=C1)NC(=O)C=1C(=NN2C1N=CC(=C2)F)N N-(4-(1H-imidazol-1-yl)pyridin-3-yl)-2-amino-6-fluoropyrazolo[1,5-a]pyrimidine-3-carboxamide